2-(ethylthio)-N-(5-(oxazolo[4,5-b]pyridin-2-yl)thiazol-2-yl)acetamide C(C)SCC(=O)NC=1SC(=CN1)C=1OC=2C(=NC=CC2)N1